CS(=O)(=O)N1CCC(CC1)N 1-(methyl-sulfonyl)piperidin-4-amine